C(#CC)C1=NC=CC(=C1)B(O)O (2-(prop-1-yn-1-yl)pyridin-4-yl)boronic acid